methyl (E)-3-(5-oxo-5,6,7,8-tetrahydronaphthalen-2-yl)acrylate O=C1C=2C=CC(=CC2CCC1)/C=C/C(=O)OC